BrC=1C=C(SC1OC)[C@@]1(CN2[C@H](CO1)CN(CC2)C(=O)C2=C(C(=CC=C2)OC)Cl)O ((3S,9aS)-3-(4-bromo-5-methoxythiophen-2-yl)-3-hydroxyhexahydropyrazino[2,1-c][1,4]oxazin-8(1H)-yl)(2-chloro-3-methoxyphenyl)methanone